(2S)-2-(2-hydroxyethoxy)propan-1-ol OCCO[C@H](CO)C